(E)-N-(4-(1-(4-(4-(7-(2-(2,6-dioxopiperidin-3-yl)-1-oxoisoindolin-4-yl)hept-6-yn-1-yl)piperazin-1-yl)benzoyl)piperidin-4-yl)butyl)-3-(2-fluoropyridin-3-yl)acrylamide O=C1NC(CCC1N1C(C2=CC=CC(=C2C1)C#CCCCCCN1CCN(CC1)C1=CC=C(C(=O)N2CCC(CC2)CCCCNC(\C=C\C=2C(=NC=CC2)F)=O)C=C1)=O)=O